[Na].N1N=CC=C1 diazole sodium